2-[4-[1-(2,6-dioxo-3-piperidyl)-3-methyl-2-oxo-benzimidazol-5-yl]pyrazol-1-yl]acetic acid O=C1NC(CCC1N1C(N(C2=C1C=CC(=C2)C=2C=NN(C2)CC(=O)O)C)=O)=O